6-methoxy-1,2-dimethyl-3-(1-(3,4,5-trimethoxyphenyl)vinyl)-1H-indole-7-carboxylic acid COC1=CC=C2C(=C(N(C2=C1C(=O)O)C)C)C(=C)C1=CC(=C(C(=C1)OC)OC)OC